C(C)(=O)C1=C(C=CC=C1F)C=1C=CC=2N(C1)C=C(N2)NC(=O)[C@H]2[C@H](C2)F (1S,2S)-N-(6-(2-acetyl-3-fluorophenyl)imidazo[1,2-a]pyridin-2-yl)-2-fluorocyclopropanecarboxamide